COC=1C=C(C=CC1OC)C1=CC=C(C=C1)OC1CCN(CC1)C(CC)=O [4-(3',4'-Dimethoxy-biphenyl-4-yloxy)-piperidin-1-yl]-propan-1-one